NC(CCS(=O)(=O)O)(N)N trisaminopropanesulfonic acid